C1(CC1)N1CC(C1)(F)[C@@](C=1C=NC=C(C(=N)NO)C1)(C1=CC=C(C=C1)C(C)C)O 5-[(S)-(1-cyclopropyl-3-fluoro-azetidin-3-yl)-hydroxy-(4-isopropyl-phenyl)-methyl]-N-hydroxy-nicotinamidine